CC1=C(CNC(OC(C)(C)C)=O)C=CC(=C1)C1=NC=NC(=N1)NC1=NN(C=C1)C tert-butyl (2-methyl-4-(4-((1-methyl-1H-pyrazol-3-yl)amino)-1,3,5-triazin-2-yl)benzyl)carbamate